(R)-N-(5-((6-(3-(3-(1,1-dioxidothio-morpholino)-5-fluorophenyl)isoxazolidin-2-yl)pyrimidin-4-yl)amino)-4-methoxy-2-(4-methylpiperazin-1-yl)phenyl)acryl-amide O=S1(CCN(CC1)C=1C=C(C=C(C1)F)[C@@H]1N(OCC1)C1=CC(=NC=N1)NC=1C(=CC(=C(C1)NC(C=C)=O)N1CCN(CC1)C)OC)=O